tert-butyl 6-(5-chloro-2-fluorophenyl)-8-[(3-{[2-(4-methylpiperazin-1-yl)ethyl]carbamoyl}pyridin-4-yl)amino]-2H,3H,4H-pyrido[3,2-b][1,4]oxazine-4-carboxylate ClC=1C=CC(=C(C1)C=1C=C(C=2OCCN(C2N1)C(=O)OC(C)(C)C)NC1=C(C=NC=C1)C(NCCN1CCN(CC1)C)=O)F